7-(((benzyloxy)carbonyl)(methyl)amino)-2-(3-bromo-2-fluorophenyl)-6,6-dimethylheptanoic acid C(C1=CC=CC=C1)OC(=O)N(CC(CCCC(C(=O)O)C1=C(C(=CC=C1)Br)F)(C)C)C